N[C@@H]1[C@H](CCCC1(F)F)N1CCC(CC1)N(CC1(CC1)C)C 1-[(1S,2R)-2-amino-3,3-difluorocyclohexyl]-N-methyl-N-[(1-methylcyclopropyl)methyl]piperidin-4-amine